CC1=C2OC=3C=CC=CC3C(C2=CC=C1C)=O 5,6-dimethyl-xanthenone